Ethyl 3-(((tert-butoxycarbonyl)amino)methyl)-5-(2,3-difluorobenzyl)-4,5-dihydroisoxazole-5-carboxylate C(C)(C)(C)OC(=O)NCC1=NOC(C1)(C(=O)OCC)CC1=C(C(=CC=C1)F)F